N-(R)-4-aza-1-indanyl(2-(3-isopropyl-6-(5-methyl-1,3,4-oxadiazol-2-yl)-1,1-dioxo-5-[2-(tetrahydro-2H-pyran-4-yl)ethyl]-1λ6-thia-4-aza-7-indanyl)-1,3a-diaza-4-indenyl)amine C1(CCC2=NC=CC=C12)NC=1N2C=C(N=C2C=CC1)C=1C(=C(N=C2C(CS(C12)(=O)=O)C(C)C)CCC1CCOCC1)C=1OC(=NN1)C